FC=1C=NC=C(C(=O)N)C1 5-FLUORONICOTINAMIDE